ClC=1C=NC=CC1C=1N=C(C2=C(N1)C=NC=C2)NC2CCCC2 2-(3-Chloropyridin-4-yl)-N-cyclopentylpyrido[3,4-d]pyrimidin-4-amine